C(C(=C)C)(=O)O.C=O formaldehyde methacrylate